5-fluoro-N-(4-(1-(2-(2-(2-methoxyethoxy)ethoxy)-2-methyl-propanoyl)piperidin-4-yl)phenyl)isoindoline-2-carboxamide FC=1C=C2CN(CC2=CC1)C(=O)NC1=CC=C(C=C1)C1CCN(CC1)C(C(C)(C)OCCOCCOC)=O